NC[C@@H]([C@H](C1=CC=C(C=C1)F)C1=C(C=C(C=C1)F)Br)O (1R,2R)-3-amino-1-(2-bromo-4-fluorophenyl)-1-(4-fluorophenyl)propan-2-ol